isopropenyl-boric acid C(=C)(C)OB(O)O